(3R)-3-amino-8-(2-(difluoromethyl)-5-fluorophenoxy)-1-methyl-1,2,3,4-tetrahydroquinolin-2-one N[C@H]1C(N(C2=C(C=CC=C2C1)OC1=C(C=CC(=C1)F)C(F)F)C)=O